C1=NNC=2C(NC=3C=CC=CC3C21)=O 3,5-dihydro-4H-pyrazolo[3,4-c]quinolin-4-one